2-hydroxyethan-1-aminium (E)-(2,2-dimethyl-7-(3-(methyl((3-methylbenzofuran-2-yl)methyl)amino)-3-oxoprop-1-en-1-yl)-3-oxo-2,3-dihydropyrido[2,3-b]pyrazin-4(1H)-yl)methyl-phosphate CC1(NC2=C(N(C1=O)COP(=O)([O-])[O-])N=CC(=C2)\C=C\C(=O)N(CC=2OC1=C(C2C)C=CC=C1)C)C.OCC[NH3+].OCC[NH3+]